NC=1N(C2=C(C(=CC=C2C1SC=1C(=C(C(=O)O)C=CC1)F)Cl)F)C=1C=NN(C1)C(C)C 3-((2-amino-6-chloro-7-fluoro-1-(isopropyl-1H-pyrazol-4-yl)-1H-indol-3-yl)thio)-2-fluorobenzoic acid